BrC=1C=C(C=C2C(=NC=NC12)C)C=1C=NC(=C(C1)OC)OC 8-bromo-6-(5,6-dimethoxypyridin-3-yl)4-methyl-quinazoline